O=C1NC(CCC1N1C(C2=CC=C(C=C2C1)N1CCN(CC1)CC1CCN(CC1)C=1C=C(C=CC1)S(=O)(=O)N1CCC(CC1)NC(OC(C)(C)C)=O)=O)=O tert-butyl (1-((3-(4-((4-(2-(2,6-Dioxopiperidin-3-yl)-1-oxoisoindolin-5-yl)piperazin-1-yl)methyl)piperidin-1-yl)phenyl)sulfonyl)piperidin-4-yl)carbamate